2,3-dimethoxybenzoyl chloride COC1=C(C(=O)Cl)C=CC=C1OC